CC1(CC1)N(C(OC(C)(C)C)=O)C1CN(CC1)C1=CC=C2C(=N1)OCC=1C=C(C=CC12)N1N=CC=N1 tert-butyl N-(1-methylcyclopropyl)-N-{1-[8-(1,2,3-triazol-2-yl)-6H-isochromeno[3,4-b]pyridin-3-yl]pyrrolidin-3-yl}carbamate